7'-Fluoro-1'-(4-iodo-1-methyl-1H-pyrazol-5-yl)spiro[cyclohexane-1,3'-indolin]-2'-one FC=1C=CC=C2C3(C(N(C12)C1=C(C=NN1C)I)=O)CCCCC3